N1=CC(=CC=C1)C=1C=C(C=CC1)C1=CC=CC(=N1)C1=C(C(=CC(=C1)C1=CC(=CC=C1)C=1C=NC=CC1)C1=CC(=CC=C1)C=1C=NC=CC1)[O-] 2-(6-(3-(pyridin-3-yl)phenyl)pyridin-2-yl)-4,6-bis(3-pyridin-3-ylphenyl)phenolate